F[C@@H]1CC[C@H](CC1)N1N=C(C(=C1C)[N+](=O)[O-])OCCC trans-3-[1-(4-fluorocyclohexyl)-5-methyl-4-nitro-pyrazol-3-yl]oxypropan